NC1=NC=2N=C(C(=CC2C2=C1C=NN2C)C(=O)N2[C@H](COCC2)C2=CC=C(C=C2)C(F)(F)F)C (4-amino-1,7-dimethyl-1H-pyrazolo[4,3-c][1,8]naphthyridin-8-yl)((3S)-3-(4-(trifluoromethyl)phenyl)-4-morpholinyl)methanone